N1N=CC2=CC=C(C=C12)[2H] indazole-6-d